ethyl 4-ethyl-5-(3-methoxypropyl)-9H-pyrido[3,4-b]indole-3-carboxylate C(C)C1=C(N=CC=2NC3=CC=CC(=C3C21)CCCOC)C(=O)OCC